2-(4-(amino(2,4-dimethoxyphenyl)methyl)phenoxy)acetic acid NC(C1=CC=C(OCC(=O)O)C=C1)C1=C(C=C(C=C1)OC)OC